C(=O)C1CCC(CC1)N1N=C2C=C(C(=CC2=C1)NC(=O)C1=NC(=CC=C1)C(F)(F)F)C(C)(C)O N-[2-(4-formylcyclohexyl)-6-(2-hydroxypropan-2-yl)indazol-5-yl]-6-trifluoromethylpyridine-2-carboxamide